C1(CC1)C1=CC(=NC=2N1N=C(C2)C=2C(=CC(=NC2)N2C[C@H](CC2)C(=O)NS(=O)(=O)C)F)C(=O)N2[C@@H](C1=CC=CC=C1CC2)C (3S)-1-(5-{7-cyclopropyl-5-[(1R)-1-methyl-1,2,3,4-tetrahydroisoquinoline-2-carbonyl]-pyrazolo[1,5-a]pyrimidin-2-yl}-4-fluoropyridin-2-yl)-N-methanesulfonylpyrrolidine-3-carboxamide